[N-](S(=O)(=O)C(F)(F)F)S(=O)(=O)C(F)(F)F.[N-](S(=O)(=O)C(F)(F)F)S(=O)(=O)C(F)(F)F.C(C=C)C=1NC=CN1 allyl-imidazole bis(trifluoromethanesulfonimide) salt